3-(4-methoxyphenyl)-8-oxabicyclo[3.2.1]octane-3-carboxylic acid COC1=CC=C(C=C1)C1(CC2CCC(C1)O2)C(=O)O